(1-heptyl-5-phenyl-1H-pyrrol-3-yl)-1-naphthalenyl-methanone C(CCCCCC)N1C=C(C=C1C1=CC=CC=C1)C(=O)C1=CC=CC2=CC=CC=C12